(2S,5S)-4-(4-methyl-2-oxabicyclo[2.1.1]hexane-1-carbonyl)-2,3,4,5-tetrahydro-2,5-methanopyrido[3,4-f][1,4]oxazepine-9-carbonitrile CC12COC(C1)(C2)C(=O)N2C[C@H]1OC3=C([C@@H]2C1)C=NC=C3C#N